BrC=1C(=C(C(=C(N)C1)OC)Cl)C 5-bromo-3-chloro-2-methoxy-4-methylaniline